2-[3-fluoro-4-(trifluoromethoxy)phenoxy]-N-(3-methylsulfonyl-phenyl)-5-(trifluoromethyl)pyridine-3-carboxamide FC=1C=C(OC2=NC=C(C=C2C(=O)NC2=CC(=CC=C2)S(=O)(=O)C)C(F)(F)F)C=CC1OC(F)(F)F